tert-butyl (R)-2-(3-(sec-butylamino)propanamido)-3-(thiazolo[4,5-c]pyridin-2-yl)-4,7-dihydrothieno[2,3-c]pyridine-6(5H)-carboxylate [C@@H](C)(CC)NCCC(=O)NC1=C(C2=C(CN(CC2)C(=O)OC(C)(C)C)S1)C=1SC2=C(C=NC=C2)N1